O1CC(=CC2=C1C=CC=C2)C=O 1-benzopyran-3-carboxaldehyde